N(=[N+]=[N-])CCOCCOCCOCCNC(C1=CC(=C(C=C1)O[C@@H]1O[C@@H]([C@@H]([C@@H]([C@H]1O)O)O)CO)O[Si](C)(C)C(C)(C)C)=O N-(2-(2-(2-(2-azidoethoxy)ethoxy)ethoxy)ethyl)-3-((tert-butyldimethylsilyl)oxy)-4-(((2S,3R,4S,5R,6R)-3,4,5-trihydroxy-6-(hydroxymethyl)tetrahydro-2H-pyran-2-yl)oxy)benzamide